CC1=C(CN2CCCCC2)C=CC(=C1)C 1-(2,4-dimethylbenzyl)piperidin